[OH-].C(C)[P+](CCO)(CC)CC triethyl-hydroxyethyl-phosphonium hydroxide